C(C1=CC=CC=C1)C1=NOC(=N1)C=CCCCNC(=O)OC(C)(C)C (S)-1-(3-benzyl-1,2,4-oxadiazol-5-yl)-5-((tert-butoxycarbonyl)-amino)pentaneN